C1(CCCCC1)CNC(CCC1=NC=2C(=NC=CC2)N1CC1=CC=C(C=C1)OC(F)(F)F)=O N-Cyclohexylmethyl-3-[3-(4-trifluoromethoxy-benzyl)-3H-imidazo[4,5-b]pyridin-2-yl]-propionamide